COC(OC)[SiH2]CCCCCCCCCCC(=O)[C-]1C=CC=C1.[CH-]1C=CC=C1.[Fe+2] 11-dimethoxymethylsilyl-undecanoylferrocene